C(C1=CC=CC=C1)(=O)O[C@@H]1[C@H]([C@@H]([C@H](C[C@H]1N=[N+]=[N-])N=[N+]=[N-])O[C@@H]1[C@@H](C[C@H]2[C@@H]([C@H]3[C@H](N(C(O3)=O)C)[C@H](O2)SC2=CC=CC=C2)O1)N=[N+]=[N-])O (1S,2S,3R,4S,6R)-4,6-diazido-3-(((3aS,4R,5aS,7R,8S,9aS,9bR)-7-azido-3-methyl-2-oxo-4-(phenylthio)decahydropyrano[2',3':5,6]pyrano[3,4-d]oxazol-8-yl)oxy)-2-hydroxycyclohexyl benzoate